triglycerin 2-ethylhexanoate C(C)C(C(=O)O)CCCC.OCC(O)CO.OCC(O)CO.OCC(O)CO